COC1=CC=C(CN(C2=CC(=C(C(=N2)C2=C(C=C3C(=NC(=NC3=C2F)F)N2[C@H](CN(CC2)C(=O)OC(C)(C)C)C)F)I)C)CC2=CC=C(C=C2)OC)C=C1 tert-butyl (S)-4-(7-(6-(bis(4-methoxybenzyl)amino)-3-iodo-4-methylpyridin-2-yl)-2,6,8-trifluoroquinazolin-4-yl)-3-methylpiperazine-1-carboxylate